2-methyl-pentadecanoic acid CC(C(=O)O)CCCCCCCCCCCCC